ClC1=C2CCN=CC2=CC=C1 5-chloro-3,4-dihydroisoquinolin